(S)-8-(1-((6-chloro-2-(1-hydroxy-1,3-dihydrobenzo[c][1,2]oxaborol-6-yl)pyridin-3-yl)amino)ethyl)-2-isopropyl-3,6-dimethyl-4H-chromen-4-one ClC1=CC=C(C(=N1)C=1C=CC2=C(B(OC2)O)C1)N[C@@H](C)C=1C=C(C=C2C(C(=C(OC12)C(C)C)C)=O)C